4-(2,4-difluoro-6-(2-methoxyethoxy)phenyl)-3-fluorothieno[2,3-c]pyridin-7-yl trifluoromethanesulfonate FC(S(=O)(=O)OC=1N=CC(=C2C1SC=C2F)C2=C(C=C(C=C2OCCOC)F)F)(F)F